OCCCOC1=C(C=CC=C1)O 2-(hydroxypropoxy)phenol